N-(4-(2-(3-oxabicyclo[3.1.0]hexane-6-carboxamido)pyridin-4-yl)-2-methylbenzyl)-5-(tert-butyl)-1,2,4-oxadiazole-3-carboxamide C12COCC2C1C(=O)NC1=NC=CC(=C1)C1=CC(=C(CNC(=O)C2=NOC(=N2)C(C)(C)C)C=C1)C